(1S,4s)-4-(8-(2,6-dichloro-4-fluorophenylamino)-2-((1R,3S)-3-hydroxycyclohexylamino)-9H-purin-9-yl)-1-methylcyclohexanecarboxamide ClC1=C(C(=CC(=C1)F)Cl)NC=1N(C2=NC(=NC=C2N1)N[C@H]1C[C@H](CCC1)O)C1CCC(CC1)(C(=O)N)C